2-Isopropyl-5-methylcyclohexanecarboxylic acid C(C)(C)C1C(CC(CC1)C)C(=O)O